NC=1C(=NC(=CN1)C1=C(C=C(C=C1)NC([C@H](O)C1=CC(=CC(=C1)F)F)=O)Cl)C(=O)NCC(F)(F)F (R)-3-amino-6-(2-chloro-4-(2-(3,5-difluorophenyl)-2-hydroxyacetamido)phenyl)-N-(2,2,2-trifluoroethyl)pyrazine-2-carboxamide